O[C@@H]1[C@H](N(C1)C=1N=CC(=C2C=C(N=CC12)NC1=NC(=NC=C1)N1CC2(CC2)[C@@H](CC1)O)C(C)C)C (R)-5-(4-((8-((2R,3S)-3-hydroxy-2-methylazetidin-1-yl)-5-isopropyl-2,7-naphthyridin-3-yl)amino)pyrimidin-2-yl)-5-azaspiro[2.5]octan-8-ol